FC=1C(=C(C=CC1F)[C@H]1[C@@H](O[C@]([C@@H]1C)(C)C(F)F)C(=O)NC1=CC(=NC=C1)C(=O)N)OC (2R,3S,4R,5S)-4-[[3-(3,4-difluoro-2-methoxy-phenyl)-5-(difluoromethyl)-4,5-dimethyl-tetrahydrofuran-2-carbonyl]amino]pyridine-2-carboxamide